NCCCC[C@@H](C(=O)OC(C)(C)C)NC(N[C@H](C(=O)O)CCC(=O)O)=O (S)-2-(3-((S)-amino-1-tert-butoxy-1-oxohexan-2-yl)ureido)glutaric acid